S(=O)(=O)(O)N(OCC)S(=O)(=O)O N,N-disulfoethylhydroxylamine